tert-Butyl 3-((4-cyano-3-fluorophenoxy)methyl)-3-(hydroxymethyl)azetidine-1-carboxylate C(#N)C1=C(C=C(OCC2(CN(C2)C(=O)OC(C)(C)C)CO)C=C1)F